ClCC(=O)C1=C(NC2=CC=CC=C12)C 2-Chloro-1-(2-methyl-1H-indol-3-yl)ethan-1-one